5-oxo-1-((4-phenoxybenzoyl)glycyl)-pyrrolidine-2-carboxamide O=C1CCC(N1C(CNC(C1=CC=C(C=C1)OC1=CC=CC=C1)=O)=O)C(=O)N